isoxazolethiamide O1N=C(C=C1)C(N)=S